bis(di-t-butylphenylphosphino)ferrocene C(C)(C)(C)C=1C(=C(C=CC1)P[C-]1C=CC=C1)C(C)(C)C.[C-]1(C=CC=C1)PC1=C(C(=CC=C1)C(C)(C)C)C(C)(C)C.[Fe+2]